ClC=1C=C(OC2CCC(CC2)NC(=O)C=2N=NC(=CC2)N2CCC(CC2)CN2CCC(CC2)C=2C=C3CN(C(C3=C(C2)F)=O)C2C(NC(CC2)=O)=O)C=CC1C#N N-((1r,4r)-4-(3-chloro-4-cyanophenoxy)cyclohexyl)-6-(4-((4-(2-(2,6-dioxopiperidin-3-yl)-7-fluoro-1-oxoisoindolin-5-yl)piperidin-1-yl)methyl)piperidin-1-yl)pyridazine-3-carboxamide